C(C1=CC=CC=C1)OCC1CCC(CC1)C=1N=C2N(C=C(C(=N2)OC(C)C)C(=O)O)C1 2-[4-(benzyloxymethyl)cyclohexyl]-7-isopropoxy-imidazo[1,2-a]pyrimidine-6-carboxylic acid